5-[[tri(propan-2-yl)silyl]ethynyl]naphthalen-2-ol CC(C)[Si](C(C)C)(C(C)C)C#CC1=C2C=CC(=CC2=CC=C1)O